2-(3,4-dimethoxyphenyl)-6-(1'-isobutyl-[1,4'-bipiperidin]-4-yl)-1H-imidazo[4,5-b]pyridine COC=1C=C(C=CC1OC)C=1NC=2C(=NC=C(C2)C2CCN(CC2)C2CCN(CC2)CC(C)C)N1